3-methyl-4-ethyl-1-cyclopentyl-methyl methacrylate C(C(=C)C)(=O)OCC1CC(C(C1)CC)C